FC(C(=O)OCCCC)=C butyl α-fluoroacrylate